ClC=1C=C(C=CC1)CC12CC(CC(CC1)N2)C(=O)N [(3-chlorophenyl)methyl]-8-azabicyclo[3.2.1]octane-3-carboxamide